Cl.N(=NC(C#N)(C)C)C(C#N)(C)C azobisisobutyronitrile, hydrochloride